2-(6-{5-chloro-2-[(oxacyclohex-4-yl)amino]pyrimidin-4-yl}-1-oxo-2,3-dihydro-1H-isoindol-2-yl)-N-[2-hydroxy-1-(4-methoxyphenyl)ethyl]acetamide ClC=1C(=NC(=NC1)NC1CCOCC1)C1=CC=C2CN(C(C2=C1)=O)CC(=O)NC(CO)C1=CC=C(C=C1)OC